NC1=NC(=CC(=N1)C=1C(=C(C#N)C=CC1)C)Cl 3-(2-amino-6-chloropyrimidin-4-yl)-2-methylbenzonitrile